(R)-N-(1-(4-(6-((5-(4-(1,3-dioxolan-2-yl)piperidin-1-yl)pyridin-2-yl)amino)pyrimidin-4-yl)-2-methylphenyl)ethyl)-3-(tert-butyl)-1,2,4-oxadiazole-5-carboxamide O1C(OCC1)C1CCN(CC1)C=1C=CC(=NC1)NC1=CC(=NC=N1)C1=CC(=C(C=C1)[C@@H](C)NC(=O)C1=NC(=NO1)C(C)(C)C)C